2-Cyclopropyl-5-(imidazo[1,2-a]pyrimidin-6-yl)-7H-pyrrolo[2,3-d]pyrimidine C1(CC1)C=1N=CC2=C(N1)NC=C2C=2C=NC=1N(C2)C=CN1